C(C)(=O)[O-].[Pt+](Br)Br.N[C@H]1[C@@H](CCCC1)N (trans-1,2-diaminocyclohexane) platinum dibromide acetate